2-Ethoxyethyl acetate C(C)(=O)OCCOCC